OC1=C(C=C(C=C1)C1CCCCC1)C1=CC=CC=2NN=NC21 (2'-hydroxy-5'-cyclohexylphenyl)benzotriazole